C1(=CC=CC=C1)C1(CC=C(C=C1)C1=CC=C(C=C1)NC1=CC=CC=C1)N 4,N4'-diphenyl-[1,1'-biphenyl]-4,4'-diamine